iron selenite [Se](=O)([O-])[O-].[Fe+2]